ClC=1N=C(SC1C=O)NC(C(C1=CC=C(C=C1)C=1N=NN(N1)C)C1CC(CC1)(F)F)=O N-(4-Chloro-5-formylthiazol-2-yl)-2-(3,3-difluorocyclopentyl)-2-(4-(2-methyl-2H-tetrazol-5-yl)phenyl)acetamide